rubidium cesium telluride [Te-2].[Cs+].[Rb+]